methyl 2-(cyclopropylamino)-4-(6-fluoro-2H-pyrazolo[4,3-b]pyridin-7-yl)benzoate C1(CC1)NC1=C(C(=O)OC)C=CC(=C1)C=1C=2C(N=CC1F)=CNN2